5-((E)-2-hydroxystyryl)-2-((1S,2S,5S)-5-methyl-2-(prop-1-en-2-yl)cyclohexyl)benzene-1,3-diol OC1=C(/C=C/C=2C=C(C(=C(C2)O)[C@@H]2[C@H](CC[C@@H](C2)C)C(=C)C)O)C=CC=C1